FC1=CC=C(C=C1)C1=NC2=CC=C(C=C2C(C1)=O)F 2-(4-fluorophenyl)-6-fluoro-quinolin-4-one